FC(C)(C)[C@@H]1CC[C@H](CC1)C=O trans-4-(2-fluoroprop-2-yl)cyclohexane-carbaldehyde